FC=1C=C(C=CC1)C1=CC(=CC=C1)CC1N(CC2(CC2)C1)C(C(C)C)=O 6-((3'-fluoro-[1,1'-biphenyl]-3-yl)methyl)-5-isobutyryl-5-azaspiro[2.4]heptan